7-chloro-3-nitroquinolin-2(1H)-one ClC1=CC=C2C=C(C(NC2=C1)=O)[N+](=O)[O-]